C(CCCCCCCC)OC[C@@H](OCCCCCCCCC)COP(=O)([O-])OCC[N+](C)(C)C 1,2-dinonyl-sn-glycero-3-phosphocholine